N-methyl-4-nonadecyl-N-octadecyl-anilinium tetrakis(perfluoronaphthalen-2-yl)borate FC1=C(C(=C(C2=C(C(=C(C(=C12)F)F)F)F)F)F)[B-](C1=C(C2=C(C(=C(C(=C2C(=C1F)F)F)F)F)F)F)(C1=C(C2=C(C(=C(C(=C2C(=C1F)F)F)F)F)F)F)C1=C(C2=C(C(=C(C(=C2C(=C1F)F)F)F)F)F)F.C[NH+](C1=CC=C(C=C1)CCCCCCCCCCCCCCCCCCC)CCCCCCCCCCCCCCCCCC